1-(((trans)-4-methoxycyclohexyl)-5-vinyl-1H-benzo[d]imidazol-2-yl)piperidine-2-one CO[C@@H]1CC[C@H](CC1)N1C(=NC2=C1C=CC(=C2)C=C)N2C(CCCC2)=O